N-(3-phenylpyridin-2-yl)-4-(pyridin-2-yl)thiazol-2-amine C1(=CC=CC=C1)C=1C(=NC=CC1)NC=1SC=C(N1)C1=NC=CC=C1